CN(CC[C-]1C=CC=C1)C.[CH-]1C=CC=C1.[Fe+2] R-N,N-dimethyl-ferroceneethylamine